methyl 1-(4-amino-1,2,5-oxadiazol-3-yl)-5-(methoxymethyl)-1H-1,2,3-triazole-4-carboxylate NC=1C(=NON1)N1N=NC(=C1COC)C(=O)OC